C1(CCC(CC1)C(=O)[O-])C(=O)OC monomethyl 1,4-cyclohexanedicarboxylate